COC1=CC=C(C=C1)C(CN1N=NC(=C1)C1=CC=CC=C1)=O 1-(4-methoxyphenyl)-2-(4-phenyl-1H-1,2,3-triazol-1-yl)ethan-1-one